FC1=C(C(=C(C=C1OC)OC)F)C1=CC2=C(N=C(N=C2)N[C@@H]2COCC[C@@H]2NC(C=C)=O)C(=N1)NCCOC N-((3S,4S)-3-((6-(2,6-difluoro-3,5-di-methoxyphenyl)-8-((2-methoxyeth-yl)amino)pyrido[3,4-d]pyrimidin-2-yl)amino)tetrahydro-2H-pyran-4-yl)acryl-amide